FC=1C=C(C=CC1F)C1=CC=C(C=C1)N1C=NC2=C1C=C(C=C2)C2=CC=C(C=C2)NC(=O)NCCN(C)C 1-(4-(1-(3',4'-difluoro-[1,1'-biphenyl]-4-yl)-1H-benzo[d]imidazol-6-yl)phenyl)-3-(2-(dimethylamino)ethyl)urea